ClC1=NC(=CC(=N1)C(=O)OC)C Methyl 2-chloro-6-methylpyrimidine-4-carboxylate